Cl.ClC1=C(C=CC=C1)N1CCN(CC1)C1=CC(=NC(=C1)C1=CC=C(C=C1)F)N 4-(4-(2-chlorophenyl)piperazin-1-yl)-6-(4-fluorophenyl)pyridin-2-amine hydrochloride